(S)-N-(3-(6-(((S)-1-hydroxypropan-2-yl)amino)-2-morpholinopyrimidin-4-yl)-4-methylphenyl)-3-(2,2,2-trifluoroethyl)pyrrolidine-1-carboxamide OC[C@H](C)NC1=CC(=NC(=N1)N1CCOCC1)C=1C=C(C=CC1C)NC(=O)N1C[C@@H](CC1)CC(F)(F)F